C(C)(C)(C)C1(CCC(CC1)OOC1CCC(CC1)(C(C)(C)C)C(C)(C)C)C(C)(C)C 4,4-di-tert-butylcyclohexylperoxide